5-bromo-2-[2-(4,4,5,5-tetramethyl-1,3,2-dioxaborolan-2-yl)vinyl]phenol BrC=1C=CC(=C(C1)O)C=CB1OC(C(O1)(C)C)(C)C